(7-(2-(3-hydroxyazetidin-1-yl)-6-(1-methyl-1H-pyrazol-5-yl)pyridin-4-yl)pyrazolo[1,5-a]pyridin-3-yl)(piperidin-1-yl)methanone OC1CN(C1)C1=NC(=CC(=C1)C1=CC=CC=2N1N=CC2C(=O)N2CCCCC2)C2=CC=NN2C